ethyl 5-(pyridin-3-ylmethyl)-4H-1,2,4-triazole-3-carboxylate N1=CC(=CC=C1)CC=1NC(=NN1)C(=O)OCC